diethyl-3,6-dibromocarbazole butyl-phosphonate C(CCC)P(O)(O)=O.C(C)C1=C(C=2NC3=CC=C(C=C3C2C=C1Br)Br)CC